(thiazol-5-ylmethyl)-4H-pyrimido[1,2-b]pyridazine-2-carboxamide S1C=NC=C1CC1=C(N=C2N(N=CC=C2)C1)C(=O)N